6-(3-aminopyrrolidin-1-yl)-N-(3-chloro-2-fluoro-phenyl)pyrido[3,4-d]pyrimidin-4-amine NC1CN(CC1)C1=CC2=C(N=CN=C2NC2=C(C(=CC=C2)Cl)F)C=N1